CS(=O)(=O)C[C@@H]1[C@H](N(C1)C=1N=CC(=C2C=C(N=CC12)NC1=NC(=NC=C1)N1CCC(CC1)OC)C(C)C)C 8-[(2R,3S)-3-(methanesulfonylmeth-yl)-2-methylazetidin-1-yl]-N-[2-(4-methoxypiperidin-1-yl)pyrimidin-4-yl]-5-(propan-2-yl)-2,7-naphthyridin-3-amine